N[C@@H]1C(N([C@H]1C)S(=O)(=O)O)=O (3S,4S)-3-Amino-4-methyl-2-oxoazetidine-1-sulfonic acid